C(C)(C)(C)C=1C=C(N(N1)C1=CC=C(C=C1)CN1CCOCC1)NC(=O)NC1=C(C=C(C=C1)OC1=CC=NC2=C1OCC(N2)=O)SC 1-[5-tert-butyl-2-[4-(morpholinomethyl)phenyl]pyrazol-3-yl]-3-[2-methylsulfanyl-4-[(3-oxo-4H-pyrido[3,2-b][1,4]oxazin-8-yl)oxy]phenyl]urea